O1CCC(CC1)S(=O)[O-].[Na+] sodium tetrahydropyrane-4-sulfinate